4-(dimethylamino)-1-(6-(3-(4-phenoxyphenyl)-1H-pyrazolo[3,4-d]pyrimidin-1-yl)-2-azaspiro[3.3]heptan-2-yl)but-2-yn-1-one CN(CC#CC(=O)N1CC2(C1)CC(C2)N2N=C(C=1C2=NC=NC1)C1=CC=C(C=C1)OC1=CC=CC=C1)C